ClC=1C=NC(=C(C(=O)NC2CCC(CC2)CN2C(N(C3=C2C=CC=C3)C=3C=NC=C(C3)N3CCOCC3)=O)C1)C(F)F 5-chloro-2-(difluoromethyl)-N-((1r,4r)-4-((3-(5-morpholino-pyridin-3-yl)-2-oxo-2,3-dihydro-1H-benzo[d]imidazol-1-yl)methyl)cyclohexyl)nicotinamide